4-(4-cyclopropyl-6-(difluoromethoxy)pyrimidin-5-yl)-2-(4-(1-methyl-4-(trifluoromethyl)-1H-imidazol-2-yl)benzyl)-2,6,7,8-tetrahydropyrazolo[3,4,5-de]quinazoline C1(CC1)C1=NC=NC(=C1C=1N=C2CCCC=3C2=C(N1)N(N3)CC3=CC=C(C=C3)C=3N(C=C(N3)C(F)(F)F)C)OC(F)F